2-Chloro-5-(2-chloropiperazin-1-yl)-2,3-dihydro-1,4-benzodioxine ClC1COC2=C(O1)C=CC=C2N2C(CNCC2)Cl